5-[4-[(3S)-1-(3-fluoropropyl)pyrrolidin-3-yl]oxyphenyl]-6-(3-methylbenzo-triazol-5-yl)-8,9-dihydro-7H-benzo[7]annulen-2-ol FCCCN1C[C@H](CC1)OC1=CC=C(C=C1)C1=C(CCCC2=C1C=CC(=C2)O)C2=CC1=C(N=NN1C)C=C2